8-fluoro-7-(7-fluoro-8-((triisopropylsilyl)ethynyl)naphthalen-1-yl)-N-methyl-2-(((S)-1-methylpyrrolidin-2-yl)methoxy)-N-((2R,3R)-2-methylpyrrolidin-3-yl)pyrido[4,3-d]pyrimidin-4-amine FC1=C(N=CC2=C1N=C(N=C2N([C@H]2[C@H](NCC2)C)C)OC[C@H]2N(CCC2)C)C2=CC=CC1=CC=C(C(=C21)C#C[Si](C(C)C)(C(C)C)C(C)C)F